Ethyl 2-(4-((3-(4-chlorophenyl)-2,5-dioxoimidazolin-1-yl)methyl)-2,6-dimethylphenoxy)-2-methylpropionate ClC1=CC=C(C=C1)N1C(N(C(C1)=O)CC1=CC(=C(OC(C(=O)OCC)(C)C)C(=C1)C)C)=O